CN1CC(C1)(C)[C@@](C=1C=C(C=NC1)C1=NC(=NO1)C1CCN(CC1)C(COC)=O)(C1=CC=C(C=C1)C(C)C)O 1-[4-(5-{5-[(R)-(1,3-dimethyl-azetidin-3-yl)-hydroxy-(4-isopropyl-phenyl)-methyl]-pyridin-3-yl}-[1,2,4]Oxadiazol-3-yl)-piperidin-1-yl]-2-methoxy-ethanone